C(C)C1=C(C=CC=C1)C1C2C3C4C=CC(C3C(C1)C2)C4 8-(ethylphenyl)-tetracyclo[4.4.0.12,5.17,10]-3-dodecene